2-(1-ethylpyrazol-4-yl)-N-[(3S)-9-fluoro-2-oxo-5-phenyl-1,3-dihydro-1,4-benzodiazepine-3-yl]-6,7-dihydro-5H-pyrazolo[5,1-b][1,3]Oxazine-3-carboxamide C(C)N1N=CC(=C1)C1=NN2C(OCCC2)=C1C(=O)N[C@@H]1C(NC2=C(C(=N1)C1=CC=CC=C1)C=CC=C2F)=O